NCCC=1C=NC(=NC1)C1=C(C=C(C#N)C=C1)OC=1C(=NN(C1)C(C)C)C 4-[5-(2-aminoethyl)pyrimidin-2-yl]-3-(3-methyl-1-propan-2-ylpyrazol-4-yl)oxybenzonitrile